C(C)(C)C=1C=C2C3=C(N(C2=CC1)C(=O)OC(C)(C)C)C=NC(=C3COC)C(=O)OCC 9-(tert-butyl) 3-ethyl 6-isopropyl-4-(methoxymethyl)-9H-pyrido[3,4-b]indole-3,9-dicarboxylate